C(C)(C)(C)OC(=O)N1CC(C[C@H](C1)NCCCC(C)Cl)(F)F (5R)-5-[(4-Chloropentyl)amino]-3,3-difluoropiperidine-1-carboxylic acid tert-butyl ester